5-bromoquinoxaline-2(1H)-one BrC1=C2N=CC(NC2=CC=C1)=O